CC1(CN(CC(N1)(C)C)C1=CC=C(C=2N=CC=NC12)C(=O)N)C 8-(3,3,5,5-tetramethylpiperazin-1-yl)quinoxaline-5-carboxamide